5-chloromethylnicotinonitrile ClCC=1C=NC=C(C#N)C1